((2R,3S,4R,5S)-5-(4-aminopyrrolo[2,1-f][1,2,4]triazin-7-yl)-2-cyano-3,4-dihydroxytetrahydrofuran-2-yl)methyl (1-methylcyclopropyl) carbonate C(OC[C@]1(O[C@H]([C@@H]([C@@H]1O)O)C1=CC=C2C(=NC=NN21)N)C#N)(OC2(CC2)C)=O